(E)-3,5-difluoro-N-(3-(2-(pyridin-2-yl)vinyl)-1H-indazol-5-yl)benzamide FC=1C=C(C(=O)NC=2C=C3C(=NNC3=CC2)\C=C\C2=NC=CC=C2)C=C(C1)F